(S)-3-(6-oxo-1'-(piperidin-4-yl)-6,8-dihydro-2H,7H-spiro[furo[2,3-e]isoindole-3,4'-piperidin]-7-yl)piperidine-2,6-dione O=C1N(CC2=C3C(=CC=C12)C1(CCN(CC1)C1CCNCC1)CO3)[C@@H]3C(NC(CC3)=O)=O